O=C1N(CC2=CC(=CC=C12)C1CCNCC1)C1C(NC(CC1)=O)=O 3-(3-oxo-6-piperidin-4-yl-1H-isoindol-2-yl)piperidine-2,6-dione